2-((2-oxa-7-azaspiro[3.5]non-7-yl)methyl)-3-methyl-5-(2-methyl-4-(6-(trifluoromethyl)quinazolin-2-yl)phenyl)-6,7-dihydropyrazolo[1,5-a]pyrazin-4(5H)-one C1OCC12CCN(CC2)CC2=NN1C(C(N(CC1)C1=C(C=C(C=C1)C1=NC3=CC=C(C=C3C=N1)C(F)(F)F)C)=O)=C2C